CN[C@@H](CCCCNC(=O)OCC1=CC=CC=C1)C(=O)O.C(C1=CC=CC=C1)OC=O methanoic acid benzyl ester (methyl N6-((benzyloxy)carbonyl)lysinate)